N,N'-dimethyl-4,4'-bipyridinium dichloride [Cl-].[Cl-].C[N+]1=CC=C(C=C1)C1=CC=[N+](C=C1)C